OC1(CN(C1)C1=NC=C(C=N1)NC(=O)N[C@@H](C(F)(F)F)C=1OC2=C(C1C)C=C(C=C2)F)C (R)-1-(2-(3-hydroxy-3-methylazetidin-1-yl)pyrimidin-5-yl)-3-(2,2,2-trifluoro-1-(5-fluoro-3-methylbenzofuran-2-yl)ethyl)urea